C(C)(C)(C)OC(=O)N1CCC2(CC1)CCN(CC2)C(C2=CC(=C(C=C2)NC2=NC=C(C(=N2)NC)Cl)OC)=O 9-(4-((5-Chloro-4-(methylamino)pyrimidin-2-yl)amino)-3-methoxybenzoyl)-3,9-diazaspiro[5.5]undecane-3-carboxylic acid tert-butyl ester